C(C1=CC=CC=C1)O[C@@H](COC(CCC(=O)C)=O)[C@H](OCC1=CC=CC=C1)[C@H](O)CO 2,3-di-O-benzyl-1-O-levulinyl-D-ribitol